FC(C(=O)NN)CCN1CC(CC1)C1=CNC2=CC(=CC=C12)F 2-fluoro-4-(3-(6-fluoro-1H-indol-3-yl)pyrrolidin-1-yl)butyryl-hydrazine